1-(3-methylpyridin-2-yl)-2-phenylethan-1-one hydrobromide salt Br.CC=1C(=NC=CC1)C(CC1=CC=CC=C1)=O